8-[(1S)-1-[tert-Butyl(dimethyl)silyl]oxyethyl]-2-cyclopropyl-3,6-dimethyl-chromen-4-one [Si](C)(C)(C(C)(C)C)O[C@@H](C)C=1C=C(C=C2C(C(=C(OC12)C1CC1)C)=O)C